1-(2-(7-fluoro-1'-((1s,4s)-4-isopropyl-cyclohexyl)-3-oxo-1H-spiro[isoquinoline-4,4'-piperidin]-2(3H)-yl)ethyl)guanidine FC1=CC=C2C(=C1)CN(C(C21CCN(CC1)C1CCC(CC1)C(C)C)=O)CCNC(=N)N